S(OC1=CC=C(C=C1)NC12C(NC(C(C1)C2)=O)=O)(=O)(=O)F 4-((2,4-dioxo-3-azabicyclo[3.1.1]heptan-1-yl)amino)phenyl sulfurofluoridate